2-acetylamino-5-guanidino-pentanoic acid ((R)-1-methyl-2-phenyl-ethyl)-amide C[C@H](CC1=CC=CC=C1)NC(C(CCCNC(=N)N)NC(C)=O)=O